ClC=1C=C(C=CC1)C1=CC=C(C=C1)CN1CCC(CC1)(CC#N)N1N=C(C(=C1)C(=O)N)NC(=O)C1CC1 1-[1-[[4-(3-chlorophenyl)phenyl]methyl]-4-(cyanomethyl)-4-piperidyl]-3-(cyclopropanecarbonylamino)pyrazole-4-carboxamide